5,6-difluoro-3-(methyl-prolyl)-1H-indole FC=1C=C2C(=CNC2=CC1F)C([C@H]1N(CCC1)C)=O